Cl.COC(C(C)(C)C)=O pivalic acid methyl ester HCl